C(C)(C)N1N=NC2=C1C=CC(=C2)C=2OC1=C(N2)C=CC(=C1)OC 2-(1-isopropyl-1H-benzo[d][1,2,3]triazol-5-yl)-6-methoxybenzo[d]oxazole